FC(S(=O)(=O)OC1=CC(=CC(=C1)C(=O)N(C(C)C1=NC=NN1C1=NC=CC=N1)CC1CC1)Cl)(F)F 3-Chloro-5-[[(cyclopropylmethyl)[1-[1-(2-pyrimidinyl)-1H-1,2,4-triazol-5-yl]ethyl]amino]carbonyl]phenyl 1,1,1-trifluoromethanesulfonate